2-[6-[3-(Difluoromethyl)-4-fluoro-phenyl]pyrazolo[4,3-b]pyridin-1-yl]-1-(3,3-difluoropyrrolidin-1-yl)ethanone FC(C=1C=C(C=CC1F)C=1C=C2C(=NC1)C=NN2CC(=O)N2CC(CC2)(F)F)F